CC=1C(=NOC1)C[C@@H](C)C=1C=C(C=CC1)N1C(C2=CC=CC(=C2C1)C(F)(F)F)=O (R)-2-(3-(1-(4-Methylisoxazol-3-yl)propan-2-yl)phenyl)-4-(trifluoromethyl)isoindolin-1-one